N,N-dimethyl-3,5-di-t-butylaniline CN(C1=CC(=CC(=C1)C(C)(C)C)C(C)(C)C)C